FC(C1=CC(=C(C=C1)Cl)Cl)(F)F 4-trifluoromethyl-1,2-dichlorobenzene